Sodium Lauroyl Methylaminopropionate CCCCCCCCCCCC(=O)N(C)CCC(=O)[O-].[Na+]